tert-butyl (3-methyl-5-tert-butylcatecholdibenzoate) CC1(C(C(O)=CC(=C1C1=CC=CC=C1C(=O)[O-])C(C)(C)C)O)C1=CC=CC=C1C(=O)OC(C)(C)C